FC=1C=CC2=C(OC=3C(=NC=CC3)O[C@@H]2CN)C1 |o1:14| (S*)-(7-fluoro-10H-benzo[5,6][1,4]dioxepino[2,3-b]pyridin-10-yl)methanamine